[2-[4-amino-7-(1H-pyrazol-5-yl)-[1,3]thiazolo[4,5-c]quinolin-2-yl]ethyl]carbamic acid tert-butyl ester C(C)(C)(C)OC(NCCC=1SC2=C(C(=NC=3C=C(C=CC23)C2=CC=NN2)N)N1)=O